tert-butyl (E)-3-(2-(5-(benzyloxy)-6-(methoxycarbonyl)-4-oxo-4H-pyran-2-yl) vinyl)-3-((tert-butoxycarbonyl) amino)-azepane-1-carboxylate C(C1=CC=CC=C1)OC=1C(C=C(OC1C(=O)OC)/C=C/C1(CN(CCCC1)C(=O)OC(C)(C)C)NC(=O)OC(C)(C)C)=O